ClC=1C=CC2=C(C(C[C@@H](O2)C(=O)NC23CC(C2)(C3)C(N[C@@H]3C[C@@H](C3)OC(F)(F)F)=O)=O)C1 (2R)-6-chloro-4-oxo-N-(3-{[cis-3-(trifluoromethoxy)cyclobutyl]carbamoyl}bicyclo[1.1.1]pentan-1-yl)-3,4-dihydro-2H-1-benzopyran-2-carboxamide